Cl.CC1=NN=C(O1)C1=CC=C(C=C1)CN (4-(5-methyl-1,3,4-oxadiazol-2-yl)phenyl)methanamine hydrochloride